2,4,6-tris[1,1'-biphenyl]-4-yl-1,3,5-triazine C1(=CC=C(C=C1)C1=NC(=NC(=N1)C1=CC=C(C=C1)C1=CC=CC=C1)C1=CC=C(C=C1)C1=CC=CC=C1)C1=CC=CC=C1